CC1=NNC(=C1)NC1=C2C(=NC(=N1)N[C@@H]1CC[C@H](CC1)CC)NN=C2 Trans-N4-(3-methyl-1H-pyrazol-5-yl)-N6-[4-ethylcyclohexyl]-1H-pyrazolo[3,4-d]pyrimidine-4,6-diamine